CN(CC[C@@H](O)C1=CC=CC=C1)C |r| racemic-3-(dimethylamino)-1-phenylpropan-1-ol